3-methyl-toluenesulfonic acid CC=1C=C(CS(=O)(=O)O)C=CC1